N-(6-((2-fluorophenyl)amino)-1H-indazol-3-yl)-4-(1-methylpiperidin-4-yl)benzamide FC1=C(C=CC=C1)NC1=CC=C2C(=NNC2=C1)NC(C1=CC=C(C=C1)C1CCN(CC1)C)=O